C1(CC1)S(=O)(=O)N1N=CC(=C1)C1=NC=CC(=N1)NC1=NC=C(C(=C1)NC1CC(CCC1)NCC(F)F)C1=NN(C=C1)C(F)F N2-(2-(1-(Cyclopropylsulfonyl)-1H-pyrazol-4-yl)pyrimidin-4-yl)-N4-(3-((2,2-difluoroethyl)amino)cyclohexyl)-5-(1-(difluoromethyl)-1H-pyrazol-3-yl)pyridine-2,4-diamine